C(#N)C(=CC=1C=C(OCCC(=O)N[C@@H](CC2=CC=CC=C2)B(O)O)C=C(C1)F)C(=O)N(C)C (R)-(1-(3-(3-(2-cyano-3-(dimethylamino)-3-oxoprop-1-en-1-yl)-5-fluorophenoxy)propaneAmido)-2-phenylethyl)boronic acid